6-(2,5-dichloro-6-methoxypyridin-3-yl)-4-oxo-4H-pyran-3-carboxylic acid ethyl ester C(C)OC(=O)C1=COC(=CC1=O)C=1C(=NC(=C(C1)Cl)OC)Cl